BrC1=C(C=CC(=C1)C(C)(C)C)C(C)(C)C 1-bromo-2,5-di-tert-butylbenzene